4-((2-cyano-4-fluorophenyl)thio)-6-(1-((1R,3R)-3-hydroxycyclohexyl)-5-methyl-1H-pyrazol-4-yl)pyrazolo[1,5-a]pyridine-3-carbonitrile C(#N)C1=C(C=CC(=C1)F)SC=1C=2N(C=C(C1)C=1C=NN(C1C)[C@H]1C[C@@H](CCC1)O)N=CC2C#N